cyclohexyl 3-((2-((4-(N,N-dimethylsulfamoyl)phenyl)sulfonamido)phenyl)(methyl)amino)pyrrolidine-1-carboxylate CN(S(=O)(=O)C1=CC=C(C=C1)S(=O)(=O)NC1=C(C=CC=C1)N(C1CN(CC1)C(=O)OC1CCCCC1)C)C